C1(CC1)S(=O)(=O)NC=1SC=C(N1)[C@@H](C(=O)NC1=CC=C(C=C1)C1=NC(=CN=C1)OC)OC (S)-2-(2-(cyclopropanesulfonylamino)thiazol-4-yl)-2-methoxy-N-(4-(6-methoxypyrazin-2-yl)phenyl)acetamide